N-butylpyridine zinc chloride salt [Cl-].[Zn+2].C(CCC)N1CC=CC=C1.[Cl-]